C(C)/C(/C(=O)O)=C\C.C(C=CC)(=O)OCC ethyl butenate (ethyl crotonate)